((3aR,5R,6aS)-2,2-dimethyl-6-oxotetrahydrofuro[2,3-d][1,3]dioxol-5-yl)methyl benzoate C(C1=CC=CC=C1)(=O)OC[C@@H]1C([C@@H]2[C@@H](OC(O2)(C)C)O1)=O